O=C(C(C#N)=S1CCCC1)C1N(C(CC1)=O)CC=1C=C2CNC(C2=CC1)=O 3-Oxo-3-{5-oxo-1-[(1-oxo-2,3-dihydro-1H-isoindol-5-yl)methyl]pyrrolidin-2-yl}-2-(1λ4-thiolan-1-ylidene)propanenitrile